isopropyl cis-3-((methylsulfonyl)amino)-2-((2-phenyl-1,3-thiazol-4-yl)methyl)piperidine-1-carboxylate CS(=O)(=O)N[C@@H]1[C@@H](N(CCC1)C(=O)OC(C)C)CC=1N=C(SC1)C1=CC=CC=C1